6-[2-(3,5-dimethoxyphenyl)-4-methyl-phenyl]sulfinyl-N-[[4-(1,2,4,5-tetrazin-3-yl)phenyl]methyl]pyridine-2-carboxamide COC=1C=C(C=C(C1)OC)C1=C(C=CC(=C1)C)S(=O)C1=CC=CC(=N1)C(=O)NCC1=CC=C(C=C1)C=1N=NC=NN1